2-[6-(4-chlorophenoxy)-2-(trifluoromethyl)pyridin-3-yl]-1-(1H-1,2,4-triazol-1-yl)propan ClC1=CC=C(OC2=CC=C(C(=N2)C(F)(F)F)C(CN2N=CN=C2)C)C=C1